4(s)-(4-fluorophenyl)-2-(7-methoxynaphthalen-2-yl)-1H-imidazol FC1=CC=C(C=C1)C=1N=C(NC1)C1=CC2=CC(=CC=C2C=C1)OC